(3R,4S)-4-(Dimethylamino)pyrrolidin-3-ol CN([C@@H]1[C@@H](CNC1)O)C